5-methyl-mercapto-5-methylpentanoic acid CC(CCC(C(=O)O)S)C